(8S,9R)-5-fluoro-8-(4-fluorophenyl)-9-(1-methyl-1H-1,2,4-triazol-5-yl)-2,7,8,9-tetrahydro-3H-pyrido[4,3,2-de]phthalazin-3-one FC=1C=C2C=3C(=NNC(C3C1)=O)[C@@H]([C@H](N2)C2=CC=C(C=C2)F)C2=NC=NN2C